ethyl 6-bromo-8-deuteromethyl-2-trifluoromethyl-2-methoxy-2H-benzopyran-3-carboxylate BrC=1C=C(C2=C(C=C(C(O2)(OC)C(F)(F)F)C(=O)OCC)C1)C[2H]